ISOQUINOLINE-1-CARBALDEHYDE C1(=NC=CC2=CC=CC=C12)C=O